oxazol-5-ylmethyl (4-((1-(cyclopropylsulfonyl)piperidin-4-yl)methyl)phenyl)carbamate C1(CC1)S(=O)(=O)N1CCC(CC1)CC1=CC=C(C=C1)NC(OCC1=CN=CO1)=O